C(C1=CC=CC=C1)NC(=O)C=1C=C2C(=CN(C2=CC1)CC(=O)N(C1CC1)CC(=O)NCC1=C(C(=CC=C1)Cl)F)C#N N-benzyl-1-(2-((2-((3-chloro-2-fluorophenylmethyl)amino)-2-oxoethyl)(cyclopropyl)amino)-2-oxoethyl)-3-cyano-1H-indole-5-carboxamide